ClC=1C=C(C=CC1)CCN1CC(C(C1)C)COC1=CC=C(C=C1)S(=O)(=O)C 1-[2-(3-chlorophenyl)ethyl]-3-[(4-methylsulfonylphenoxy)methyl]-4-methylpyrrolidine